3-(aminomethyl)-1-isopropyl-5-[4-(trifluoromethyl)phenyl]Pyridin-2-one NCC=1C(N(C=C(C1)C1=CC=C(C=C1)C(F)(F)F)C(C)C)=O